C1(=CC(=CC=C1)CC=1C(=C(SC1C)C)C(=O)NC1CC2(CC(C2)C(=O)O)C1)C1=CC=CC=C1 6-(4-([1,1'-biphenyl]-3-ylmethyl)-2,5-dimethylthiophene-3-carboxamido)spiro[3.3]heptane-2-carboxylic acid